COC=C(C(=O)N)OC1=CC=C2C(=CNC(C2=C1)=O)C1=C(C=CC=C1)C 3-methoxy-2-((1-oxo-4-(o-tolyl)-1,2-dihydroisoquinolin-7-yl)oxy)propenamide